O1CCN(CC1)C1=CC=C(CNC2=CC=CC=C2)C=C1 N-(4-morpholinobenzyl)aniline